C(#N)C(C)(C)N1N=C(C(=C1)NC1=NC=C(C(=N1)OCC1CCC(CC1)NC(C(F)(F)F)=O)F)C N-((1R,4R)-4-(((2-((1-(2-cyanopropan-2-yl)-3-methyl-1H-pyrazol-4-yl)amino)-5-fluoropyrimidin-4-yl)oxy)methyl)cyclohexyl)-2,2,2-trifluoroacetamide